(4-{5-[6-chloro-4-(methylamino)pyridin-3-yl]-1,3,4-thiadiazol-2-yl}bicyclo[2.2.2]octan-1-yl)methanol ClC1=CC(=C(C=N1)C1=NN=C(S1)C12CCC(CC1)(CC2)CO)NC